boc-4-amino-1-methylpyrrole-2-carboxylic acid CC(C)(C)OC(=O)NC1=CN(C(=C1)C(=O)O)C